ClC1=CC2=C(N(C(N=C2N2[C@H](CN(CC2)C(C=C)=O)C)=O)C2=C(C=CC=C2)C(C)C)N=C1N1CCCCC1 6-Chloro-4-((2S)-2-methyl-4-(2-propenoyl)-1-piperazinyl)-7-(1-piperidinyl)-1-(2-(2-propanyl)phenyl)pyrido[2,3-d]pyrimidin-2(1H)-one